2-(3-(4-(2-Hydroxyethoxy)piperidin-1-carbonyl)-5,6-dihydrocyclopenta[c]pyrazol-1(4H)-yl)-1-((2S,4R)-2-methyl-4-(o-tolyloxy)piperidin-1-yl)ethanon OCCOC1CCN(CC1)C(=O)C=1C2=C(N(N1)CC(=O)N1[C@H](C[C@@H](CC1)OC1=C(C=CC=C1)C)C)CCC2